C(C1=CC=CC=C1)O[C@H]1C[C@@H](O[C@]1(CF)COCC1=CC=CC=C1)N1C(NC(C(=C1)F)=O)=O 1-[(2R,4S,5R)-4-(benzyloxy)-5-[(benzyloxy)methyl]-5-(fluoromethyl)oxolan-2-yl]-5-fluoro-3H-pyrimidine-2,4-dione